C1(CCCCC1)NCC(C(OCC)OCC)[SiH3] alpha-N-cyclohexylaminomethyldiethoxyethylsilane